4-phospho-D-threonate P(=O)(O)(O)OC[C@H]([C@@H](C(=O)[O-])O)O